cyclopropyl-(4-(4-fluoro-3-(4-methoxy-6-neopentylpyridin-3-yl)-2-methylbenzyl)-2-methylpiperazin-1-yl)methanone C1(CC1)C(=O)N1C(CN(CC1)CC1=C(C(=C(C=C1)F)C=1C=NC(=CC1OC)CC(C)(C)C)C)C